FC1=CC=C(C=C1)C(C=1OC2=C(C1)C=CC=C2)C2=CC=C(C=C2)C(C)(C)C 2-((p-fluorophenyl)(p-tert-butylphenyl)methyl)benzofuran